(3S,7R)-6-(aminomethyl)-12-(benzyloxy)-N-(2,4-difluorobenzyl)-6-hydroxy-3-methyl-1,11-dioxo-1,4,5,6,7,11-hexahydro-3H-2,7-methanopyrido[1,2-a][1,4]diazonine-10-carboxamide NCC1(CC[C@@H](N2C(C=3N([C@@H]1C2)C=C(C(C3OCC3=CC=CC=C3)=O)C(=O)NCC3=C(C=C(C=C3)F)F)=O)C)O